(S)-3-methyl-3-(5-(2-(4-(trifluoromethyl)benzyl)phenyl)-1,3,4-oxadiazol-2-yl)pyrrolidin-2-one C[C@@]1(C(NCC1)=O)C=1OC(=NN1)C1=C(C=CC=C1)CC1=CC=C(C=C1)C(F)(F)F